selenium sulfide [Se]=S